Tert-Butyl 6-[1-(4,4,5,5-tetramethyl-1,3,2-dioxaborolan-2-yl)ethylidene]-2-azaspiro[3.3]heptane-2-carboxylate CC1(OB(OC1(C)C)C(C)=C1CC2(CN(C2)C(=O)OC(C)(C)C)C1)C